tert-butyl 4-(methylamino)-piperidine-1-carboxylate CNC1CCN(CC1)C(=O)OC(C)(C)C